1-Benzyl 4-(4-(3-(1-(2,6-dioxopiperidin-3-yl)-3-methyl-2-oxo-2,3-dihydro-1H-benzo[d]imidazol-5-yl)prop-2-yn-1-yl)piperazin-1-yl)piperidine-1-carboxylate O=C1NC(CCC1N1C(N(C2=C1C=CC(=C2)C#CCN2CCN(CC2)C2CCN(CC2)C(=O)OCC2=CC=CC=C2)C)=O)=O